ClC1=CC=C(C=C1)C1=NC(=CC(=N1)C1=CC=C(C=C1)C=1C2=CC=CC=C2C=2C=CC=CC2C1)C1=CC=CC=C1 2-(4-Chlorophenyl)-4-[4-(9-phenanthryl)phenyl]-6-phenylpyrimidin